C(C1=CC=CC=C1)OC(=O)N1[C@@H](CC[C@H](C1)C(NC1=NN(C2=CC=C(C=C12)C1=C(C=CC(=C1)C#N)Cl)C(C1=CC=CC=C1)(C1=CC=CC=C1)C1=CC=CC=C1)=O)C(F)(F)F (2S,5R)-5-{[5-(2-chloro-5-cyanophenyl)-1-trityl-1H-indazol-3-yl]carbamoyl}-2-(trifluoromethyl)-piperidine-1-carboxylic acid benzyl ester